2-ethoxy-N-[(3-fluoro-4-methyl-phenyl)-methyl]-4-methyl-7-(trifluoromethyl)-quinoline-3-carboxylic acid amide C(C)OC1=NC2=CC(=CC=C2C(=C1C(=O)NCC1=CC(=C(C=C1)C)F)C)C(F)(F)F